benzyl 6-oxo-3,3a,4,5,7,7a-hexahydro-1H-isoindole-2-carboxylate O=C1CCC2CN(CC2C1)C(=O)OCC1=CC=CC=C1